COC1=NC=C(C2=C1N=C(S2)[NH-])C2=CC(=CC=C2)OCCOC {4-methoxy-7-[3-(2-methoxy-ethoxy)-phenyl]-thiazolo[4,5-c]pyridin-2-yl}-amid